CC=1C=C2C(C=C(OC2=C(C1)C(C)NC1=C(C(=O)O)C=CC=C1)C1=CC2=CN(N=C2C=C1)C)=O 2-[1-[6-methyl-2-(2-methylindazole-5-yl)-4-oxo-chromen-8-yl]ethylamino]benzoic acid